C(C)N1C=C(C(C2=CC(=C(N=C12)N1CCNCC1)F)=O)C(C=CC1=CC(=C(C(=C1)OC)OC)OC)=O 1-ethyl-6-fluoro-7-piperazin-1-yl-3-(3,4,5-trimethoxycinnamoyl)-[1,8]naphthyridin-4(1H)-one